ClC1=CC=2C(=NC(=C(N2)OCC2=CC=C(C=C2)OC)N2CCN(CC2)CC2=C(C=C(C=C2)F)F)C=N1 7-chloro-3-(4-(2,4-difluorobenzyl)piperazin-1-yl)-2-((4-methoxybenzyl)oxy)pyrido[3,4-b]pyrazine